N-(2-((5-cyano-4-(phenylamino)pyridin-2-yl)amino)-5-(4-ethylpiperazin-1-yl)phenyl)acrylamide C(#N)C=1C(=CC(=NC1)NC1=C(C=C(C=C1)N1CCN(CC1)CC)NC(C=C)=O)NC1=CC=CC=C1